N-(4-(4-(4-(3-cyano-4-methoxypyrazolo[1,5-a]pyridin-6-yl)-1H-pyrazol-1-yl)piperidine-1-carbonyl)phenyl)ethenesulfonamide C(#N)C=1C=NN2C1C(=CC(=C2)C=2C=NN(C2)C2CCN(CC2)C(=O)C2=CC=C(C=C2)NS(=O)(=O)C=C)OC